1-(2,2-difluorocyclopropyl)-5-((2S,3R,4S,5R)-3,4-dihydroxy-5-(hydroxymethyl)tetrahydrofuran-2-yl)pyrimidine FC1(C(C1)N1CN=CC(=C1)[C@@H]1O[C@@H]([C@H]([C@H]1O)O)CO)F